BrC1=CC=C(C2=CC=CC=C12)C1=CC=C(S1)SC(C(=O)OCC)(C)C ethyl 2-(5-(4-bromonaphthalen-1-yl) thiophen-2-ylsulfanyl)-2-methylpropionate